[(1S,2S)-2-(4-fluoro-2,6-dimethyl-phenyl)-1-methylpropyl] (2S)-2-[(3-hydroxy-4-methoxy-pyridine-2-carbonyl)amino]propanoate OC=1C(=NC=CC1OC)C(=O)N[C@H](C(=O)O[C@H]([C@@H](C)C1=C(C=C(C=C1C)F)C)C)C